3,5-difluoro-4-methyl-benzenesulfonamide FC=1C=C(C=C(C1C)F)S(=O)(=O)N